7-chloro-5-(2-chloro-5-methoxy-phenyl)-1-methyl-3H-1,4-benzodiazepine ClC=1C=CC2=C(C(=NCCN2C)C2=C(C=CC(=C2)OC)Cl)C1